2-Amino-4-(6-chloro-8-fluoro-2-(((2R,7aS)-2-fluorotetrahydro-1H-pyrrolizin-7a(5H)-yl)methoxy)-4-((R)-3-hydroxyazepan-1-yl)quinazolin-7-yl)-7-fluorobenzo[b]thiophene-3-carbonitrile NC1=C(C2=C(S1)C(=CC=C2C2=C(C=C1C(=NC(=NC1=C2F)OC[C@]21CCCN1C[C@@H](C2)F)N2C[C@@H](CCCC2)O)Cl)F)C#N